C1N(CCC2CCCCC12)S(=O)(=O)NC1=C(C=CC=C1)C#CC=1C=CC(=NC1)C(=O)O 5-(2-{2-[(decahydroisoquinoline-2-sulfonyl)amino]phenyl}ethynyl)pyridine-2-carboxylic acid